tert-butyl 3-(6-chloro-5,8-difluoro-7-(8-fluoro-3-(methoxymethoxy)naphthalen-1-yl)-2-(methylsulfonyl)quinazolin-4-yl)-3,8-diazabicyclo[3.2.1]octane-8-carboxylate ClC=1C(=C2C(=NC(=NC2=C(C1C1=CC(=CC2=CC=CC(=C12)F)OCOC)F)S(=O)(=O)C)N1CC2CCC(C1)N2C(=O)OC(C)(C)C)F